3-bromo-5-(1,1-difluoroethyl)-3H-isobenzofuran-1-one BrC1OC(C2=CC=C(C=C12)C(C)(F)F)=O